7-{[3-(2,3-dichloro-6-fluorophenyl)pyrrolidin-3-yl]amino}-4-fluoro-2-methylisoquinolin-1-one hydrochloride Cl.ClC1=C(C(=CC=C1Cl)F)C1(CNCC1)NC1=CC=C2C(=CN(C(C2=C1)=O)C)F